ClC=1C=C(NC)C=C(C1C(F)(F)F)B1OC(C(O1)(C)C)(C)C 3-chloro-N-methyl-5-(4,4,5,5-tetramethyl-1,3,2-dioxaborolan-2-yl)-4-(trifluoromethyl)aniline